FC1=C(OC[C@@H](/C=C/[C@H]2[C@H](C[C@@H]3OC[C@H](CC[C@@H]32)CCCC(=O)O)F)O)C=C(C=C1)F 4-{(3S,5aR,6R,7S,8aS)-6-[(E,3R)-4-(2,5-difluorophenoxy)-3-hydroxy-1-buten-1-yl]-7-fluorooctahydro-2H-cyclopenta[b]oxepin-3-yl}butanoic acid